4-methyl-3,4-dihydro-2H-benzo[b][1,4]oxazine-7-carbaldehyde CN1C2=C(OCC1)C=C(C=C2)C=O